Cl.ClCC=1N=NC(=CC1)C1=CC=CC=C1 3-(chloromethyl)-6-phenylpyridazine hydrochloride